C(CCCCCCC\C=C/C\C=C/C\C=C/CC)(=O)C(O)CN Alpha-linolenoylethanolamine